BrC=1C=NN(C1)CCOC1=CC=C(C=C1)C1=CC2=C(NC3=CC=C(C=C23)Cl)C(=N1)C (4-[2-(4-bromo-pyrazol-1-yl)-ethoxy]-phenyl)-6-chloro-1-methyl-9H-pyrido[3,4-b]indole